trimethylol triacrylate C(C=C)(=O)OCO.C(C=C)(=O)OCO.C(C=C)(=O)OCO